N-(4-fluoro-3-methylphenyl)-1,2,4-trimethyl-5-(2-((1-(3-methyl-1,2,4-oxadiazol-5-yl)cyclopropyl)amino)-2-oxoacetyl)-1H-pyrrole-3-carboxamide FC1=C(C=C(C=C1)NC(=O)C1=C(N(C(=C1C)C(C(=O)NC1(CC1)C1=NC(=NO1)C)=O)C)C)C